3-fluoro-N-[3-fluoro-2-methyl-4-(1,2,3,6-tetrahydro-pyridin-4-yl)-phenyl]-4-(1,2,3,6-tetrahydro-pyridin-4-yl)-benzamide FC=1C=C(C(=O)NC2=C(C(=C(C=C2)C=2CCNCC2)F)C)C=CC1C=1CCNCC1